C(C)(C)N1N=NC=2CCC=3C=NC(=NC3C21)OC 1-isopropyl-8-methoxy-4,5-dihydro-1H-[1,2,3]triazolo[4,5-H]quinazoline